C(C)(C)(C)OC(NCCC\C=C\C(=O)N1[C@H]([C@H](C1=O)O[Si](C(C)C)(C(C)C)C(C)C)C=C(C)C)=O ((E)-6-((2S,3R)-2-(2-methylpropan-1-en-1-yl)-4-oxo-3-((triisopropylsilyl)oxy)azetidin-1-yl)-6-oxohex-4-en-1-yl)carbamic acid tert-butyl ester